NC(CC[C@@H](C1=CC=CC=C1)NC(=O)N1CC2=CC(=CC(=C2CC1)C1=CC=C(C=C1)C(F)(F)F)C=1OC=CC1)=O (S)-N-(4-amino-4-oxo-1-phenylbutyl)-7-(furan-2-yl)-5-(4-(trifluoromethyl)phenyl)-3,4-dihydroisoquinoline-2(1H)-carboxamide